OC1=CC=C(CC1)C=1C=C(C=C(C1)O)O 5-(4-Hydroxycyclohexa-1,3-dien-1-yl)benzene-1,3-diol